((2-aminophenyl)amino)propan-1-ol NC1=C(C=CC=C1)NC(CC)O